BrC1=NN(N=C1)[C@H](CCO[Si](C1=CC=CC=C1)(C1=CC=CC=C1)C(C)(C)C)C [(3S)-3-(4-bromotriazol-2-yl)butoxy]-tert-butyl-diphenyl-silane